Cl.O1CCC(CC1)NN Tetrahydro-2H-pyran-4-yl-hydrazine hydrochloride